2-(4-isopropylpiperazin-1-yl)-N-[[6-[3-(6-methyl-2-pyridyl)-1H-pyrazol-4-yl]-1,5-naphthyridin-3-yl]methyl]ethanamine C(C)(C)N1CCN(CC1)CCNCC=1C=NC2=CC=C(N=C2C1)C=1C(=NNC1)C1=NC(=CC=C1)C